BrC1=NC=CC(=C1Cl)C1=NN(C2=NC(=CC(=C21)OC)N2CCC1([C@@H]([C@@H](OC1)C)N)CC2)COCC[Si](C)(C)C (3S,4S)-8-(3-(2-bromo-3-chloropyridin-4-yl)-4-methoxy-1-((2-(trimethylsilyl)ethoxy)methyl)-1H-pyrazolo[3,4-b]pyridin-6-yl)-3-methyl-2-oxa-8-azaspiro[4.5]decan-4-amine